ClC1=C(C=CC=C1NC=1C=NC(=CC1)C)[C@@]1(CC(N(C(N1)=N)C1CC(C1)(C(F)(F)F)O)=O)C (6S)-6-{2-Chloro-3-[(6-methyl-pyridin-3-yl)amino]phenyl}-3-[3-hydroxy-3-(trifluoromethyl)-cyclobutyl]-2-imino-6-methyl-hexahydropyrimidin-4-one